(4aR,7aR)-1-(4,6-dimethylpyrimidin-2-yl)octahydro-1H-pyrrolo[3,4-b]pyridine CC1=NC(=NC(=C1)C)N1[C@@H]2[C@H](CCC1)CNC2